N-({4-[(thiophen-2-yl)methyl]phenyl}methyl)acetamide S1C(=CC=C1)CC1=CC=C(C=C1)CNC(C)=O